6-(3,4-Dimethylphenyl)-N-[(1S)-1-(4-fluorophenyl)-2-hydroxy-2-methylpropyl]-4-oxo-3-(trifluoro-methyl)-4,5-dihydropyrazolo[1,5-a]pyrazine-2-carboxamide CC=1C=C(C=CC1C)C=1NC(C=2N(C1)N=C(C2C(F)(F)F)C(=O)N[C@H](C(C)(C)O)C2=CC=C(C=C2)F)=O